2-(4-morpholinylphenyl)-8-(3-nitrophenyl)pyrido[3,4-d]Pyrimidine-2,4-diamine N1(CCOCC1)C1=CC=C(C=C1)C1(N=C(C2=C(N1)C(=NC=C2)C2=CC(=CC=C2)[N+](=O)[O-])N)N